dibenzyldiethyl-diaminotriphenylcarbinol C(C1=CC=CC=C1)C=1C(=C(C=CC1)C(O)(C1=C(C(=C(C(=C1)CC)CC)N)N)C1=CC=CC=C1)CC1=CC=CC=C1